N-ethoxy-4-((5-fluoro-2-methoxy-3-(5-methylpyrimidin-2-yl)phenyl)amino)pyridazine-3-carboxamide C(C)ONC(=O)C=1N=NC=CC1NC1=C(C(=CC(=C1)F)C1=NC=C(C=N1)C)OC